C(C)OC(=O)C=1C=NNC1C(F)(F)F.C(=O)(O)C=1C=C(C=CC1C(=O)O)C(C)C1=CC(=C(C=C1)C(=O)O)C(=O)O Bis(3,4-dicarboxyphenyl)ethane ethyl-5-(trifluoromethyl)-1H-pyrazole-4-carboxylate